4-((R)-1-(3-amino-5-(trifluoromethyl)phenyl)ethylamino)-7-(6,6-dimethyl-3-azabicyclo[3.1.0]hexan-3-yl)-N,N,2-trimethylpyrido[2,3-d]pyrimidine-6-carboxamide NC=1C=C(C=C(C1)C(F)(F)F)[C@@H](C)NC=1C2=C(N=C(N1)C)N=C(C(=C2)C(=O)N(C)C)N2CC1C(C1C2)(C)C